3-azabicyclo[3.2.1]Octane-3-carbonitrile C12CN(CC(CC1)C2)C#N